Methyl 5-chloro-4-(5-(difluoromethyl)-3-(hydroxymethyl)-1-methyl-1H-pyrazol-4-yl)-1-(3-((6-fluoro-3-((4-methoxybenzyl)thio)naphthalen-1-yl)oxy)propyl)-3-methyl-1H-indole-2-carboxylate ClC=1C(=C2C(=C(N(C2=CC1)CCCOC1=CC(=CC2=CC(=CC=C12)F)SCC1=CC=C(C=C1)OC)C(=O)OC)C)C=1C(=NN(C1C(F)F)C)CO